CC1=NC2=CC=C(C=C2C(=C1)C1=CC=CC2=CC=CC=C12)C(=O)N1CCN(CC1)C1COC1 (2-methyl-4-(naphthalen-1-yl)quinolin-6-yl)(4-(oxetan-3-yl)piperazin-1-yl)methanone